C(C)(C)(C)C1=CC=C(C=N1)C=1N=C2N(C(C1)=O)C=C(C=C2)C 2-(6-tert-butylpyridin-3-yl)-7-methyl-4-oxo-4H-pyrido[1,2-a]pyrimidine